ClC=1C=C(C(=NC1C1=C(C=CC=C1)F)NC=1C(=NC=CC1C)C(C)C)C(N1CC(N(CC1C)C(=O)[O-])C)=N 4-((5-chloro-6-(2-fluorophenyl)-2-((2-isopropyl-4-methylpyridin-3-yl)amino)pyridin-3-yl)(imino)methyl)-2,5-dimethylpiperazine-1-carboxylate